C(=O)O.FC1=C(C=CC(=C1F)OC)C1=CN=C2N1C=CN=C2NC2=CC(=C(C(=O)N)C(=C2)C)F 4-((3-(2,3-difluoro-4-methoxyphenyl)imidazo[1,2-a]pyrazin-8-yl)amino)-2-fluoro-6-methylbenzamide formate